4-[6-(4-Chloro-phenyl)-3-hydroxy-pyridin-2-yl]-4-oxo-butyric acid ethyl ester C(C)OC(CCC(=O)C1=NC(=CC=C1O)C1=CC=C(C=C1)Cl)=O